NC1=NC=NN2C1=CC=C2[C@@]2(O[C@H]([C@H]([C@@H]2C(C(=O)[O-])(C)C)C(C(=O)[O-])(C)C)COC(=O)OC(C)(C)C)C#N (2R,3R,4R,5R)-2-(4-aminopyrrolo[2,1-f][1,2,4]triazin-7-yl)-5-(((tert-butoxycarbonyl) oxy) methyl)-2-cyanotetrahydrofuran-3,4-diylbis(2-methylpropionate)